NC1=CC=C(C=N1)N1C=C(C(C2=CC(=C(C=C12)F)Cl)=O)C(=O)OCC ethyl 1-(6-aminopyridin-3-yl)-6-chloro-7-fluoro-4-oxoquinoline-3-carboxylate